FC(C)(F)C=1C=C(C=CC1)C1=CN=C(C(=N1)C(=O)OC)C methyl 6-(3-(1,1-difluoroethyl)phenyl)-3-methylpyrazine-2-carboxylate